6-(benzylthio)-8-bromo-N'-(2,2-difluoroacetyl)imidazo[1,2-a]pyridine-3-carbohydrazide C(C1=CC=CC=C1)SC=1C=C(C=2N(C1)C(=CN2)C(=O)NNC(C(F)F)=O)Br